N-(3-aminopropyl)diethylethanolamine NCCCNCC(O)(CC)CC